C1(=CC=CC=C1)C1=C(C(C(=O)O)=CC=C1)C(=O)O.C1=C(C)C=CC(C(C)C)=C1O.C1=C(C)C=CC(C(C)C)=C1O bis-thymol phenyl-phthalate